CC(CC(=O)C12CC(C1)(C2)C(C)C)(CC=C)C 3,3-dimethyl-1-(3-isopropylbicyclo[1.1.1]pentan-1-yl)hex-5-en-1-one